CN(C\C=C\C#CC(C)(C)C)CC1=CC=CC2=CC=CC=C12 (E)-N,6,6-trimethyl-N-(naphthalen-1-ylmethyl)hept-2-en-4-yn-1-amine